NC=1SC=C(N1)C(C(=O)OCC)(CCC(=O)OC)CC O1-ethyl O5-methyl 2-(2-aminothiazol-4-yl)-2-ethyl-pentanedioate